tricyclobutyl-λ5-bismuthanone C1(CCC1)[Bi](=O)(C1CCC1)C1CCC1